(7R,14R)-11-chloro-1-hydroxy-6-(methyl-d3)-6,7-dihydro-7,14-methanobenzo[f]benzo[4,5]imidazo[1,2-a][1,4]diazocin-5(14H)-one ClC1=CC2=C(N=C3N2[C@H]2C4=C(C(N([C@@H]3C2)C([2H])([2H])[2H])=O)C=CC=C4O)C=C1